(4S)-2-((S)-2-(2-hydroxy-5-methylphenyl)-4,5-dihydrothiazol-4-yl)-3-methylthiazolidine-4-carboxylic acid OC1=C(C=C(C=C1)C)C=1SC[C@H](N1)C1SC[C@@H](N1C)C(=O)O